BrC=1C=C(C=CC1C(=O)N1CCN(CC1)C(=O)C1[C@H]2CNC[C@@H]12)NC(=O)C=1N(C(=CN1)C=1C(=NN(C1)CC)C(F)(F)F)C |r| N-[3-bromo-4-[4-[rac-(1R,5S)-3-azabicyclo[3.1.0]hexane-6-carbonyl]piperazine-1-carbonyl]phenyl]-5-[1-ethyl-3-(trifluoromethyl)pyrazol-4-yl]-1-methylimidazole-2-carboxamide